N1N=C(C2=CC=CC=C12)C(=O)[O-] indazole-3-carboxylate